OC(C(C)O)O hydroxypropylene glycol